FC1=C(C(=CC(=C1)C=1C(=NNC1C)C1=CC=NC=C1)F)C1=CC=C(C=C1)S(=O)(=O)N 4-[2,6-difluoro-4-[5-methyl-3-(4-pyridyl)-1H-pyrazol-4-yl]phenyl]benzenesulfonamide